C(#N)C1=C(N=C(NC1=O)SCC=1C=C(C=CC1)CC(=O)O)C=1SC=CC1 [3-(5-cyano-6-oxo-4-thiophen-2-yl-1,6-dihydro-pyrimidin-2-ylsulfanylmethyl)-phenyl]-acetic acid